FC(C1(CCOCC1)C(=O)O)F 4-(difluoromethyl)oxane-4-carboxylic acid